P(=O)(O)(O)O.C(CCCCCCC)C1=C(C=CC=C1)OC1=C(C=CC=C1)CCCCCCCC mono(octylphenyl) ether phosphate